OCCOCCO di-(β-hydroxyethyl) ether